C(C)(C)(C)C=1C(=C(C=C(C1)OC)N1N=C2C(=N1)C=CC(=C2)C(=O)OCCOC(C=C)=O)O 2-acryloyloxyethyl 2-(3-tert-butyl-2-hydroxy-5-methoxyphenyl)-2H-benzotriazole-5-carboxylate